O1C(OCC1)CCC(C(C)C)N1CC(C1)CC1=CC(=C2N1C(=CN=C2)C)C2=C(C(=O)N(C(C)C)CC)C=C(C=C2)F 2-[6-({1-[1-(1,3-dioxolan-2-yl)-4-methylpentan-3-yl]azetidin-3-yl}methyl)-4-methylpyrrolo[1,2-a]pyrazin-8-yl]-N-ethyl-5-fluoro-N-(isopropyl)benzamide